N-((1-methylpiperidin-4-yl)methyl)-5-(pyrazolo[1,5-a]pyridin-5-yl)-7H-pyrrolo[2,3-d]pyrimidin-2-amine CN1CCC(CC1)CNC=1N=CC2=C(N1)NC=C2C2=CC=1N(C=C2)N=CC1